1-(6-(1,5-dimethyl-1H-pyrazol-4-yl)pyrazin-2-yl)-4-(4-fluorophenyl)piperidin-4-ol CN1N=CC(=C1C)C1=CN=CC(=N1)N1CCC(CC1)(O)C1=CC=C(C=C1)F